NC1(CCCCC1)O amino-cyclohexanol